1,1'-(3,3'-diethyl[1,1'-biphenyl]-4,4'-diyl)bis{7-amino-4-hydroxy-3-[(E)-diazenyl]naphthalene-2-sulfonic acid} C(C)C=1C=C(C=CC1C1=C(C(=C(C2=CC=C(C=C12)N)O)\N=N\[H])S(=O)(=O)O)C1=CC(=C(C=C1)C1=C(C(=C(C2=CC=C(C=C12)N)O)\N=N\[H])S(=O)(=O)O)CC